1-(5-(5-(benzyloxy)pyridin-2-yl)-1-methyl-1H-imidazol-2-yl)-N,N-dimethylamine C(C1=CC=CC=C1)OC=1C=CC(=NC1)C1=CN=C(N1C)CNC